OC1=C(C=C(C=CC(=O)O)C=C1)OC 4-hydroxy-3-methoxycinnamic Acid